2-(4-isopropylpiperazin-1-yl)-N-[[6-[3-(6-methyl-2-pyridyl)-1H-pyrazol-4-yl]-1,5-naphthyridin-4-yl]methyl]ethanamine C(C)(C)N1CCN(CC1)CCNCC1=CC=NC2=CC=C(N=C12)C=1C(=NNC1)C1=NC(=CC=C1)C